C(#N)C1=CC=C(C=N1)N(C(=O)C1=CC=2N(C=C1)N=CC2C=2C=NC(=CC2)NC(NCC)=O)C N-(6-cyano-3-pyridyl)-3-[6-(ethylcarbamoylamino)-3-pyridyl]-N-methyl-pyrazolo[1,5-a]pyridine-5-carboxamide